3-(2-(tetrahydrofuran-2-yl)ethyl)quinazolin-4(3H)-one O1C(CCC1)CCN1C=NC2=CC=CC=C2C1=O